N1N=NN=C1C1=C(C=CC=C1)C1=CC=C(C=C1)CN1C(=NC2(C1=O)CCCC2)CCCC 3-((2'-(1H-tetrazol-5-yl)-[1,1'-biphenyl]-4-yl)methyl)-2-butyl-1,3-diazaspiro[4.4]non-1-en-4-one